(E)-methyl 2-(2-(((8-(bis(tert-butylthio) methyl)-4-methyl-2-oxo-2H-benzopyran-7-yl) oxy) methyl) phenyl)-3-methoxypropenoate C(C)(C)(C)SC(C1=C(C=CC=2C(=CC(OC21)=O)C)OCC2=C(C=CC=C2)/C(/C(=O)OC)=C\OC)SC(C)(C)C